4-[(2R)-3-(3,4-dihydro-1H-isoquinolin-2-yl)-2-hydroxy-propyl]-8-[[1-(2-hydroxyethyl)-4-piperidyl]oxy]-2,3-dihydro-1,4-benzoxazepine-5-one C1N(CCC2=CC=CC=C12)C[C@H](CN1CCOC2=C(C1=O)C=CC(=C2)OC2CCN(CC2)CCO)O